7-bromo-3-{1-[4-(morpholine-4-carbonyl)-phenyl]-1H-[1,2,3]triazol-4-yl}-1H-quinolin-2-one BrC1=CC=C2C=C(C(NC2=C1)=O)C=1N=NN(C1)C1=CC=C(C=C1)C(=O)N1CCOCC1